COC1=CC2=CC3=C(C(OC3)=O)C(=C2C=C1OC)C1=CC(=NC2=C(C=CC=C12)C(F)(F)F)C 6,7-dimethoxy-9-(2-methyl-8-(trifluoromethyl)quinolin-4-yl)naphtho[2,3-c]furan-1(3H)-one